N,N'-bis(6-phenyl-benzo[b]naphtho[1,2-d]furan-8-yl)-N,N'-diphenyl-7-phenyl-7H-dibenzo[c,G]carbazole-5,9-diamine C1(=CC=CC=C1)C1=CC=2C=CC=CC2C=2C3=C(OC21)C(=CC=C3)N(C3=CC=2N(C=1C=C(C4=C(C1C2C2=C3C=CC=C2)C=CC=C4)N(C4=CC=CC=C4)C4=CC=CC2=C4OC4=C2C=2C=CC=CC2C=C4C4=CC=CC=C4)C4=CC=CC=C4)C4=CC=CC=C4